Bromo-acetic acid tert-butyl ester C(C)(C)(C)OC(CBr)=O